propyl diiodophosphate P(=O)(OCCC)(I)I